ClC=1C=C(C=CC1F)N1C[C@H](OCCCNC(C2=NC3=C1C=CN=C3C=C2)=O)C (3R)-1-(3-chloro-4-fluorophenyl)-3-methyl-2,3,5,6,7,8-hexahydro-10,12-ethenopyrido[4,3-e][1,4,7,10]oxatriazacyclotridecin-9(1H)-one